Cl.CC=1N=C2N(N=C(C=C2C)C=2C=CC3=C(C=NN(C3=O)C3CCNC4(CCC4)C3)N2)C1 2-(2,8-dimethylimidazo[1,2-b]pyridazin-6-yl)-6-(5-azaspiro[3.5]nonan-8-yl)pyrido[2,3-d]pyridazin-5(6H)-one hydrochloride